4-(1-(6-fluoro-1-methylpyrido[4,3-e][1,2,4]triazolo[4,3-a]pyrimidin-5-yl)-2,3,4,5-tetrahydro-1H-benzo[b]azepin-6-yl)-2,2-dimethylbut-3-ynenitrile FC1=CN=CC2=C1C(=NC=1N2C(=NN1)C)N1C2=C(CCCC1)C(=CC=C2)C#CC(C#N)(C)C